3-(2-nitro-1-(3-(4,4,5,5-tetramethyl-1,3,2-dioxaborolan-2-yl)phenyl)ethyl)-2-phenyl-1H-indole [N+](=O)([O-])CC(C1=CC(=CC=C1)B1OC(C(O1)(C)C)(C)C)C1=C(NC2=CC=CC=C12)C1=CC=CC=C1